2-((2S,3S)-3-aminotetrahydro-2H-pyran-2-yl)-3-bromo-5-chloro-N-(thiophen-2-ylmethyl)thieno[3,2-b]pyridin-7-amine N[C@@H]1[C@H](OCCC1)C1=C(C2=NC(=CC(=C2S1)NCC=1SC=CC1)Cl)Br